diethyl (methylthio)methanephosphonate CSCP(OCC)(=O)OCC